FC=1C=CC2=C(N=C(S2)N)C1 5-fluorobenzo[d]thiazol-2-amine